IC=1C=C(C=CC1)CC(=O)OC methyl 2-(3-iodophenyl)acetate